8-Oxa-2-aza-spiro[4.5]decane-2-carboxylic acid (4-methoxy-7-pyridin-3-yl-thiazolo[4,5-c]pyridin-2-yl)-amide COC1=NC=C(C2=C1N=C(S2)NC(=O)N2CC1(CC2)CCOCC1)C=1C=NC=CC1